[P].[P] phosphorus phosphorus